NC1=NC=C(C=C1C(=O)N[C@@H]1[C@H](CCC1)OCC1=CC=C(C=C1)Br)C1=CC(=NS1)C 2-amino-N-{(1S,2S)-2-[(4-bromophenyl)methoxy]cyclopentyl}-5-(3-methyl-1,2-thiazol-5-yl)pyridine-3-carboxamide